[C@H]12CC(C[C@H](CC1)N2)C=2C1=C(N=C(N2)SC)C(=C(N=C1)Cl)F ((1r,3s,5s)-8-azabicyclo[3.2.1]oct-3-yl)-7-chloro-8-fluoro-2-(methylthio)pyrido[4,3-d]pyrimidine